C(C)OC(=O)C=1N(C=C(C1C)C1=NN(C=C1)CCN=[N+]=[N-])N.FC=1C=CC(=C(C1)NC1=C(C(=O)NC2=CC(=NN2C)C(F)(F)F)C=CC=C1)C 2-((5-Fluoro-2-methylphenyl)amino)-N-(1-methyl-3-(trifluoromethyl)-1H-pyrazol-5-yl)benzamide ethyl-1-amino-4-(1-(2-azidoethyl)-1H-pyrazol-3-yl)-3-methyl-1H-pyrrole-2-carboxylate